C1=CC=CC=2C3=CC=CC=C3C(C12)COC(=O)N([C@H](C(=O)O)COC1OCCCC1)C (2S)-2-[9H-fluoren-9-yl-methoxycarbonyl(methyl)amino]-3-(oxan-2-yloxy)propanoic acid